ON=C(N)C=1C=C2C(=NN(C2=CC1)C)C N'-hydroxy-1,3-dimethyl-indazole-5-carboxamidine